FC(C1=NN=C(S1)C1=NC=C2N1C=C(C=C2N2CC(NC(C2)CO)(C)C)S(=O)(=O)NC2(CC2)C)F 3-(5-(difluoromethyl)-1,3,4-thiadiazol-2-yl)-8-(5-(hydroxymethyl)-3,3-dimethylpiperazin-1-yl)-N-(1-methylcyclopropyl)imidazo[1,5-a]pyridine-6-sulfonamide